3,5-dibromobenzamide BrC=1C=C(C(=O)N)C=C(C1)Br